Phenyl 2-azido-2,6-dideoxy-1-seleno-α-D-galactopyranoside N(=[N+]=[N-])[C@H]1[C@@H]([Se]C2=CC=CC=C2)O[C@@H]([C@@H]([C@@H]1O)O)C